2-(5-(4-(2-(5-amino-8-(furan-2-yl)-2-oxothiazolo[5,4-e][1,2,4]triazolo[1,5-c]pyrimidin-3(2H)-yl)ethyl)piperazin-1-yl)-2,4-difluorophenoxy)acetonitrile NC1=NC2=C(C=3N1N=C(N3)C=3OC=CC3)SC(N2CCN2CCN(CC2)C=2C(=CC(=C(OCC#N)C2)F)F)=O